nonadecanoic acid methyl ester COC(CCCCCCCCCCCCCCCCCC)=O